11-(Bromomethyl)-3-(2,4-dimethoxybenzyl)-8,8-dimethyl-7,10-dihydro-8H-pyrano[3'',4'':5',6']pyrido[3',2':4,5]thieno[3,2-d]pyrimidin-4(3H)-one BrCC1=C2C(=NC3=C1C=1N=CN(C(C1S3)=O)CC3=C(C=C(C=C3)OC)OC)CC(OC2)(C)C